C1(CCCCC1)C1=C(C=CC(=C1)NCC1=CC=C(C=C1)C(F)(F)F)NC(CCCCCCC)=O N-(2-cyclohexyl-4-((4-(trifluoromethyl)benzyl)amino)phenyl)octanamide